ClC1=NC=C(C(=N1)C(F)(F)F)Cl 2,5-dichloro-4-(trifluoromethyl)pyrimidine